(2,4-dimethylphenyl)oxy-2-fluoro-9-isopropyl-9H-purine CC1=C(C=CC(=C1)C)OC=1N(C2=NC(=NC=C2N1)F)C(C)C